FC(C1=CC=C(C=C1)C=1N=CC=2N(C1)N=C(N2)N)(F)F 6-(4-(trifluoromethyl)phenyl)-[1,2,4]triazolo[1,5-a]pyrazin-2-amine